FC(C=1C=C(C(=O)NC)C=C(C1F)C=1C=NN2C1N=C(C(=C2)C=2C=NN(C2)C2COCC2)N[C@@H]2COCC2)F 3-(Difluoromethyl)-4-fluoro-N-methyl-5-(6-(1-(tetrahydrofuran-3-yl)-1H-pyrazol-4-yl)-5-(((S)-tetrahydrofuran-3-yl)amino)pyrazolo[1,5-a]pyrimidin-3-yl)benzamide